CN1N=C(C2=CC=CC(=C12)[N+](=O)[O-])C(C(=O)OC)C methyl 2-(1-methyl-7-nitro-1H-indazol-3-yl)propanoate